3-[(2,4-difluorophenyl)methyl]-1-[(4-methyl-3,4-dihydro-2H-1,4-benzoxazin-6-yl)methyl]-3-(1-methylpiperidin-4-yl)urea FC1=C(C=CC(=C1)F)CN(C(NCC=1C=CC2=C(N(CCO2)C)C1)=O)C1CCN(CC1)C